C(C)[Si](/C=C/C1=C(C=CC=C1)O)(CC)CC (E)-2-(2-(triethylsilyl)vinyl)phenol